C(C)OC(NC)=O ethylmethylcarbamat